N-(4-Methyl-3-(pyridin-4-yl)-1H-pyrazol-5-yl)-3-(3,4,5-trifluorophenyl)propanamide CC=1C(=NNC1NC(CCC1=CC(=C(C(=C1)F)F)F)=O)C1=CC=NC=C1